3-((benzyloxy)methyl)-8-bromo-2,3-dihydro-[1,4]dioxino[2,3-b]pyridine C(C1=CC=CC=C1)OCC1COC=2C(=NC=CC2Br)O1